[Br-].C[N+]1(CCCC1)CCCCC N-methyl-N-pentylpyrrolidinium bromide